tert-Butyl (endo)-5-((7-bromo-8-fluoro-6-iodo-2-(methylthio)-3-nitroquinolin-4-yl)(tert-butoxycarbonyl)amino)-2-azabicyclo[2.1.1]hexane-2-carboxylate BrC1=C(C=C2C(=C(C(=NC2=C1F)SC)[N+](=O)[O-])N(C1C2CN(C1C2)C(=O)OC(C)(C)C)C(=O)OC(C)(C)C)I